CC1=NN(C2=CC=CC=C12)CCN1CCN(CC1)C 3-methyl-1-(2-(4-methylpiperazin-1-yl)ethyl)-1H-indazole